C1(CC1)NC(C1=NC(=C(C=C1)N1CCN(CC1)C([2H])([2H])[C@@H]1CC=2NC(C(=NC2CC1)C)=O)F)=O (S)-N-Cyclopropyl-6-fluoro-5-(4-((2-methyl-3-oxo-3,4,5,6,7,8-hexahydroquinoxalin-6-yl)methyl-d2)piperazin-1-yl)picolinamide